5-((Trifluoromethyl)sulfonyl)-3,3a,4,5,6,7-hexahydro-2H-chromeno[4,5-cd]azepine FC(S(=O)(=O)N1CC2C3=C(CC1)C=CC=C3OCC2)(F)F